beta-hydroxy-beta-methylbutyric acid calcium salt [Ca+2].OC(CC(=O)[O-])(C)C.OC(CC(=O)[O-])(C)C